(4S,5R)-5-[[tert-butyl(dimethyl)silyl]oxymethyl]-5-ethynyl-4-(methoxymethoxy)tetrahydrofuran-2-one [Si](C)(C)(C(C)(C)C)OC[C@@]1([C@H](CC(O1)=O)OCOC)C#C